N-(3-chloro-5-(methylsulfonamido)phenyl)-4-(5-(dimethylphosphoryl)pyridin-2-yl)-5-methylthiophene-2-carboxamide ClC=1C=C(C=C(C1)NS(=O)(=O)C)NC(=O)C=1SC(=C(C1)C1=NC=C(C=C1)P(=O)(C)C)C